S1(OCC23N1C(CN(C2)C(=O)OCC2=CC=CC=C2)CC3)(=O)=O benzyl dihydro-3H-3a,7-ethano[1,2,3]oxathiazolo[3,4-a]pyrazine-5(4H)-carboxylate 1,1-dioxide